mercaptomethyl-mercaptopropane SCC(CC)S